4-((3-(1-(3,5-dichlorophenyl)-3-(3,3-dimethylmorpholine-4-carbonyl)-7-methoxy-1,4-dihydrochromeno[4,3-c]pyrazol-8-yl)phenyl)amino)-4-oxobutanoic acid ClC=1C=C(C=C(C1)Cl)N1N=C(C2=C1C=1C=C(C(=CC1OC2)OC)C=2C=C(C=CC2)NC(CCC(=O)O)=O)C(=O)N2C(COCC2)(C)C